1-Ethyl 1-(4-(N-(6-((6-(benzo[d]thiazol-2-ylamino)-5-methylpyridazin-3-yl)(methyl)amino)-3-(5-methyl-1-neopentyl-1H-pyrazol-4-yl)picolinoyl)sulfamoyl)phenyl)piperidine-4-carboxylate S1C(=NC2=C1C=CC=C2)NC2=C(C=C(N=N2)N(C2=CC=C(C(=N2)C(=O)NS(=O)(=O)C2=CC=C(C=C2)N2CCC(CC2)C(=O)OCC)C=2C=NN(C2C)CC(C)(C)C)C)C